N-(3,4-methylenedioxyphenyl)-2-hydroxyacetamide C1OC=2C=C(C=CC2O1)NC(CO)=O